FC1=CC=C(C=C1)C1=C(N(C2=CC=CC=C12)C(C)C)C=CC=O 3-(3-(4-fluorophenyl)-1-isopropyl-1H-indol-2-yl)acrolein